NC[C@@H]1N(C(N(C1)CC(=O)OC(C)(C)C)=O)C (S)-tert-Butyl 2-(4-(aminomethyl)-3-methyl-2-oxoimidazolidin-1-yl)acetate